P(O)(O)O.C(C(C)O)O.C(C(C)O)O (bis-1,2-propanediol) phosphite